C1(CC1)C1=C(C(=NO1)C1=C(C=CC=C1Cl)Cl)COC1C[C@H]2CC[C@@H](C1)N2 (1r,3r,5s)-3-((5-cyclopropyl-3-(2,6-dichlorophenyl)isoxazol-4-yl)methoxy)-8-azabicyclo[3.2.1]octane